OC(CC)C=1N=C(SC1)C=O (4-(1-hydroxypropyl)thiazol-2-yl)methanone